1-(4,4-difluorocyclohexyl)-3-(pyridin-2-yl)-10-(trifluoromethyl)-3,4-dihydro-2H,6H-[1,4]thiazepino[2,3,4-ij]quinazoline-6,8(7H)-dione FC1(CCC(CC1)S1CC(CN2C(NC(C3=CC(=CC1=C23)C(F)(F)F)=O)=O)C2=NC=CC=C2)F